diphosphate-phenothiazine 2-oxa-7,10,13,16-tetraazaoctadecan-18-oate COCCCCNCCNCCNCCNCC(=O)O.C1=CC=CC=2SC3=CC=CC=C3NC12.OP(O)(=O)OP(=O)(O)O